N1(N=CC=C1)CC1=CC2=C(C(=NO2)NS(=O)(=O)C=2C(=CC=C3C2OCCC32SCCS2)OC)C(=C1Cl)OC N-(6-((1H-pyrazol-1-yl)methyl)-5-chloro-4-methoxybenzo[d]isoxazol-3-yl)-7-methoxyspiro[chroman-4,2'-[1,3]dithiolane]-8-sulfonamide